methyl 4-((N-(3-((4-acetylpiperazin-1-yl)methyl)phenyl)ethylsulfonamido)methyl)-3-fluorobenzoate C(C)(=O)N1CCN(CC1)CC=1C=C(C=CC1)N(S(=O)(=O)CC)CC1=C(C=C(C(=O)OC)C=C1)F